tert-Butyl 4-[(7-ethoxy-4-{2-fluoro-4-[3-(5-methyl-1,3,4-oxadiazol-2-yl)phenoxy]anilino}quinazolin-6-yl)oxy]piperidine-1-carboxylate C(C)OC1=C(C=C2C(=NC=NC2=C1)NC1=C(C=C(C=C1)OC1=CC(=CC=C1)C=1OC(=NN1)C)F)OC1CCN(CC1)C(=O)OC(C)(C)C